NC1=CC=C(C=C1)C1=NN(C(=C1)NC1=NC(=CC=C1)C(F)(F)F)C(C)(C)C 3-(4-aminophenyl)-1-(tert-butyl)-5-((6-(trifluoromethyl)pyridin-2-yl)amino)-1H-pyrazole